(8-(2,6-diazaspiro[3.3]hept-2-yl)-2,3-dihydro-4H-benzo[b][1,4]oxazin-4-yl)piperidine-2,6-dione C1N(CC12CNC2)C2=CC=CC1=C2OCCN1N1C(CCCC1=O)=O